2-[4-(difluoromethyl)-3-(4-hydroxypiperidine-1-carbonyl)-5,6-dihydro-4H-cyclopenta[c]pyrazol-1-yl]-1-[4-(2,3-dimethylphenyl)piperazin-1-yl]ethanone FC(C1CCC=2N(N=C(C21)C(=O)N2CCC(CC2)O)CC(=O)N2CCN(CC2)C2=C(C(=CC=C2)C)C)F